Cl.Cl.NC(C(=O)O)CCN 2,4-diaminobutanoic acid dihydrochloride